(S)-2-(3-(2-chloro-7-(1-methoxyethyl)pyrazolo[1,5-a]pyrimidin-6-yl)ureido)-N,N-dimethylthiazole-5-carboxamide ClC1=NN2C(N=CC(=C2[C@H](C)OC)NC(NC=2SC(=CN2)C(=O)N(C)C)=O)=C1